5-Methyl-N4-(4-[N-(1,1-Dimethylethyl)sulfamoyl]phenyl)-N2-[4-phenoxyphenyl]pyrimidine-2,4-diamine CC=1C(=NC(=NC1)NC1=CC=C(C=C1)OC1=CC=CC=C1)NC1=CC=C(C=C1)S(NC(C)(C)C)(=O)=O